(2S)-2-[(tert-Butoxycarbonyl)amino]-3-[4-(pivaloylamino)phenyl]propanamide C(C)(C)(C)OC(=O)N[C@H](C(=O)N)CC1=CC=C(C=C1)NC(C(C)(C)C)=O